3-(4,6-difluoro-1-oxo-5-(1-(quinoxalin-2-ylmethyl)piperidin-4-yl)isoindolin-2-yl)piperidine-2,6-dione FC1=C2CN(C(C2=CC(=C1C1CCN(CC1)CC1=NC2=CC=CC=C2N=C1)F)=O)C1C(NC(CC1)=O)=O